4,8-bis(aminomethyl)decane iso-Butyl-N-[3-chloro-4-[7-[(1R)-2-[[2-[2-(dimethylamino)ethylamino]-2-oxo-ethyl]-ethyl-amino]-1-methyl-2-oxo-ethoxy]-2-oxo-chromen-4-yl]phenyl]carbamate C(C(C)C)OC(NC1=CC(=C(C=C1)C1=CC(OC2=CC(=CC=C12)O[C@@H](C(=O)N(CC)CC(=O)NCCN(C)C)C)=O)Cl)=O.NCC(CCC)CCCC(CC)CN